N1CCC(CC1)C1CCC(CC1)=O 4-(piperidin-4-yl)cyclohexan-1-one